ClC1=NC=C(C(=C1)C1=C(C=NC(=C1)C)C(=O)NC=1SC(=NN1)O[C@H]1CN(C[C@H](C1)F)C1COC1)OC 2'-chloro-N-(5-(((3R,5S)-5-fluoro-1-(oxetan-3-yl)piperidin-3-yl)oxy)-1,3,4-thiadiazol-2-yl)-5'-methoxy-6-methyl-[4,4'-bipyridine]-3-carboxamide